C(#N)C=1C=C(C=CC1F)NC(=O)C1=C(N(C(=C1C)C(C(=O)NC1(COCC1)C)=O)C)C (3-cyano-4-fluorophenyl)-1,2,4-trimethyl-5-(2-((3-methyltetrahydrofuran-3-yl)amino)-2-oxoacetyl)-1H-pyrrole-3-carboxamide